BrC1=NC=CC(=C1F)C(C)=O 1-(2-bromo-3-fluoropyridin-4-yl)ethan-1-one